anthracenethione C1(CC=CC2=CC3=CC=CC=C3C=C12)=S